tert-Butyl 2-(1-(4-fluorophenyl)ethyl)hydrazinecarboxylate FC1=CC=C(C=C1)C(C)NNC(=O)OC(C)(C)C